(4S)-2-tert-butyl-3-formyl-4-methyl-thiazolidine-4-carboxylic acid methyl ester COC(=O)[C@@]1(N(C(SC1)C(C)(C)C)C=O)C